OC1=CC=C2C(C(=COC2=C1)C1=CC=C(C=C1)OC)=O 7-hydroxy-3-(4-methoxyphenyl)chromen-4-one